hex-5-yn-1-ol C(CCCC#C)O